CC(C(=O)O)(C1=CC=CC=C1)Br methyl-bromophenylacetic acid